2-(2-chloropyridin-3-yl)-1-(7-fluoro-5-(2-((1-(deuteriomethyl)-1H-pyrazol-5-yl)amino)pyridin-4-yl)indolin-1-yl)ethan-1-one ClC1=NC=CC=C1CC(=O)N1CCC2=CC(=CC(=C12)F)C1=CC(=NC=C1)NC1=CC=NN1C[2H]